6-[(1-methyl-1H-1,2,4-triazol-5-yl)methoxy]-1,2,4-triazolo[4,3-b]pyridazine CN1N=CN=C1COC=1C=CC=2N(N1)C=NN2